N-(3,5-Ditrifluoromethylphenyl)-2,3,4,5-tetrachlorophthalimide FC(C=1C=C(C=C(C1)C(F)(F)F)N1C(C2C(C1=O)(C(=C(C(=C2)Cl)Cl)Cl)Cl)=O)(F)F